5-chloro-N2-(5-(piperidin-1-yl)pyridin-2-yl)-N4-(o-tolyl)pyrimidine-2,4-diamine ClC=1C(=NC(=NC1)NC1=NC=C(C=C1)N1CCCCC1)NC1=C(C=CC=C1)C